CN1CCN(CC1)N1CCN(CC1)C1=C(C=C(C=C1)[N+](=O)[O-])C(CC#C)O 2-(4-(4-methylpiperazin-1-yl)piperazin-1-yl)-5-nitrophenyl-3-butyn-1-ol